3-amino-1H-pyrazole-4-carboxamide NC1=NNC=C1C(=O)N